[O-2].[Fe+2].[Al+3].[Zn+2] zinc-aluminum iron oxide